CC1(NC(CC(C1)OC(C1=CC=C(C=C1)C)OC1CC(NC(C1)(C)C)(C)C)(C)C)C α,α-bis(2,2,6,6-tetramethyl-4-piperidyloxy)-p-xylene